CC1=CC(=NN1C1=NC(=CC=C1OC1COC1)N1C=NC2=C1C=CC(=C2)NC=2N=NC(=CC2)C)C#N 5-methyl-1-[6-[5-[(6-methylpyridazin-3-yl)amino]benzimidazol-1-yl]-3-(oxetan-3-yloxy)-2-pyridyl]pyrazole-3-carbonitrile